2-formyl-1-((2-(trimethylsilyl)ethoxy)methyl)-1H-imidazole-4-carboxylic acid ethyl ester C(C)OC(=O)C=1N=C(N(C1)COCC[Si](C)(C)C)C=O